(R)-1-(3-hydroxypyrrolidin-1-yl)ethanone O[C@H]1CN(CC1)C(C)=O